C(C1=CC=CC=C1)O[N-]CC1=C(N=CC=C1)Cl N-(benzyloxy)-2-chloronicotinyl-amide